C(CC(C)C)C(C(=O)[O-])(C(=O)[O-])C(C)C 2-Isopentyl-2-isopropylmalonate